O=C1C=2N(CCN1)N=C1C2CNCC1 10-oxo-1,2,3,4,7,8,9,10-octahydropyrido[4',3':3,4]Pyrazolo[1,5-a]Pyrazine